4-(4-((6-cyclopropyl-7-(6-(2-hydroxypropan-2-yl)pyridin-2-yl)-7H-pyrrolo[2,3-d]pyrimidin-2-yl)amino)phenyl)-1-imino-1λ6-thiomorpholine 1-oxide C1(CC1)C1=CC2=C(N=C(N=C2)NC2=CC=C(C=C2)N2CCS(CC2)(=N)=O)N1C1=NC(=CC=C1)C(C)(C)O